2-((2-heptyloxy)benzyloxy)-N-(pyridin-3-yl)benzamide CC(CCCCC)OC(C1=CC=CC=C1)OC1=C(C(=O)NC=2C=NC=CC2)C=CC=C1